C(#N)CN1CCCC1 N-cyanomethylpyrrolidine